CC1CN=C(CC1)C=1C=C2C=CNC2=CC1 5-(3-methyl-2,3,4,5-tetrahydropyridin-6-yl)-1H-indole